CC(CCCCCC)OC(=O)C1=CC=C(C=C1)OC(C1=CC=C(C=C1)OCCCCCC)=O 4-(1-methylheptyloxycarbonyl)phenyl-4-hexyloxybenzoate